FC(C(=O)O)(F)F.FC(C(=O)O)(F)F.FC(C(=O)O)(F)F.FC(C(=O)O)(F)F.N(=C=S)C1=CC=C(C=C1)NC(=S)C(CCC[C@H](N)C(=O)O)N 6-[(4-isothiocyanatophenyl)thiocarbamoyl]-L-lysine tetra(trifluoroacetic acid) salt